(2R,3R,4S,5S,6R)-2-(Acetoxymethyl)-6-(4-bromo-2-(trifluoromethyl)phenoxy)tetrahydro-2H-pyran-3,4,5-triyl triacetate C(C)(=O)O[C@@H]1[C@H](O[C@@H]([C@H]([C@H]1OC(C)=O)OC(C)=O)OC1=C(C=C(C=C1)Br)C(F)(F)F)COC(C)=O